NC=1C=CC(=C2CN(C(C12)=O)CC(=C)C#N)C=1C=C2C(=NN(C2=CC1)C(=O)OC(C)(C)C)C=1C=NC=CC1 tert-butyl 5-[7-amino-2-(2-cyanoallyl)-1-oxo-isoindolin-4-yl]-3-(3-pyridyl)indazole-1-carboxylate